[4-(4-aminopyrazol-1-yl)-2-pyridyl]carbamate NC=1C=NN(C1)C1=CC(=NC=C1)NC([O-])=O